BrC=1C=C(C=C(C1C1=C(C(=C(C2=CC=CC=C12)O)\N=N\[H])S(=O)(=O)O)Br)C1=CC(=C(C(=C1)Br)C1=C(C(=C(C2=CC=CC=C12)O)\N=N\[H])S(=O)(=O)O)Br 1,1'-(3,5,3',5'-tetrabromo[1,1'-biphenyl]-4,4'-diyl)bis{4-hydroxy-3-[(E)-diazenyl]naphthalene-2-sulfonic acid}